COC(=O)C1CCN(CC1)C1=NC=NC(=N1)C=1SC=CN1 1-(4-thiazol-2-yl-1,3,5-triazin-2-yl)piperidine-4-carboxylic acid methyl ester